N-(5-bromo-6-methylpyridin-3-yl)-4-(trifluoromethyl)pyridineamide BrC=1C=C(C=NC1C)NC(=O)C1=NC=CC(=C1)C(F)(F)F